N1=CC=C2N1C=CC(=C2)C2=CNC=1N=CN=C(C12)N 5-(pyrazolo[1,5-a]pyridin-5-yl)-7H-pyrrolo[2,3-d]pyrimidin-4-amine